O1C(=CC2=C1C=CC=C2)C=2OC(=NN2)SSCCCCC 2-(benzofuran-2-yl)-5-(pentyldithio)-1,3,4-oxadiazole